C(#N)C=1C=CC(=C2C=CC=NC12)N1C[C@]2(C[C@]2(C1)C(F)(F)F)C(=O)N[C@@H]1C[C@@H](C1)N1CCOCC1 (1R,5S)-3-(8-cyanoquinolin-5-yl)-N-(cis-3-morpholinocyclobutyl)-5-(trifluoromethyl)-3-azabicyclo[3.1.0]hexane-1-carboxamide